C12(CC(C1)C2)NC(=O)C=2C(N(C1=NC=C(C=C1C2O)C2=NC=C(C=C2)F)CCN2CCOCC2)=O N-(bicyclo[1.1.1]pent-1-yl)-6-(5-fluoropyridin-2-yl)-4-hydroxy-1-(2-morpholinoethyl)-2-oxo-1,2-dihydro-1,8-naphthyridine-3-carboxamide